NCC=1C(=NC(=CC1)F)N1C(NC(CC1)=O)=O 1-(3-(Aminomethyl)-6-fluoropyridin-2-yl)dihydropyrimidine-2,4(1H,3H)-dione